ClC=1C=C(C=CC1F)CS(=O)(=O)NC1=C(C(=C(C=C1F)OC1=NC=CC=C1C1=NC(=NC=C1)N[C@@H]1CNC[C@H](C1)F)F)F 1-(3-chloro-4-fluoro-phenyl)-N-[2,3,6-trifluoro-4-[[3-[2-[[(3S,5S)-5-fluoro-3-piperidyl]amino]pyrimidin-4-yl]-2-pyridyl]oxy]phenyl]methanesulfonamide